N-ethoxycarbonyl-4-(4-bromophenyl)-4-methylpiperidine C(C)OC(=O)N1CCC(CC1)(C)C1=CC=C(C=C1)Br